C[C@@H]1N(C[C@H](N(C1)C1CCOCC1)C)C(=O)N1C(C=2NN=C(C2C1)NC1=NC=CC(=N1)C)(C)C 5-{[(2S,5R)-2,5-dimethyl-4-(tetrahydro-2H-pyran-4-yl)piperazin-1-yl]carbonyl}-6,6-dimethyl-N-(4-methylpyrimidin-2-yl)-1,4,5,6-tetrahydropyrrolo[3,4-c]pyrazol-3-amine